FC(O[Si](OC(F)(F)F)(OC(F)(F)F)C(C(C(C(C(C(C(C(C(C(C(C(C(C(F)(F)F)(F)F)(F)F)(F)F)(F)F)(F)F)(F)F)(F)F)(F)F)(F)F)(F)F)(F)F)(F)F)(F)F)(F)F perfluorotetradecyltrimethoxysilane